C(C=C)N(C(OC(C)(C)C)=O)C=1C=CC=2N(C1)C(=CN2)I tert-butyl allyl(3-iodoimidazo[1,2-a]pyridin-6-yl)carbamate